[Si](C)(C)(C(C)(C)C)OC1CC2N(CC1)C(N(C2=O)CC2=CC=C(C=C2)OC)=O 7-[(tert-butyldimethylsilyl)oxy]-2-[(4-methoxyphenyl)methyl]-tetrahydro-5H-imidazo[1,5-a]pyridine-1,3-dione